1-(3-(6-(5-methyl-1H-indazol-4-yl)benzofuran-2-yl)azetidin-1-yl)prop-2-en-1-one CC=1C(=C2C=NNC2=CC1)C1=CC2=C(C=C(O2)C2CN(C2)C(C=C)=O)C=C1